(2-pyridyldithio)toluidine (3S,4R,5S,6R)-6-(acetoxymethyl)-3-(2-cyclopentylacetamido)tetrahydro-2H-pyran-2,4,5-triyl-triacetate C(C)(=O)OC[C@H]1[C@H]([C@H]([C@@H](C(O1)CC(=O)O)NC(CC1CCCC1)=O)CC(=O)O)CC(=O)O.N1=C(C=CC=C1)SSNC=1C(=CC=CC1)C